C(CCCCCCCCCCC)NCC1=C(C=C(C=C1)CCCCCCCCCCCCCCC)O 2-((dodecylamino)methyl)-5-pentadecylphenol